6-Chloro-5-methoxy-N4-(2,2,2-trifluoroethyl)pyridine-3,4-diamine ClC1=C(C(=C(C=N1)N)NCC(F)(F)F)OC